C1(=CC=CC=C1)S(=O)(=O)N1C(=CC=2C1=NC=CC2C2=CC(=NC(=C2)Cl)N2CCOCC2)C 4-[4-[1-(benzenesulfonyl)-2-methyl-pyrrolo[2,3-b]pyridin-4-yl]-6-chloro-2-pyridinyl]morpholine